1-cyclopentyl-4,5,6,7-tetrahydro-1H-pyrazolo[4,3-c]pyridine C1(CCCC1)N1N=CC=2CNCCC21